2-(2-fluoro-3-isopropyl-6-methoxyphenyl)-2-((R)-3-(methyl(5-(5,6,7,8-tetrahydro-1,8-naphthyridin-2-yl)pentyl)amino)pyrrolidin-1-yl)acetic acid FC1=C(C(=CC=C1C(C)C)OC)C(C(=O)O)N1C[C@@H](CC1)N(CCCCCC1=NC=2NCCCC2C=C1)C